2-((1-(2-hydroxyethyl)-3-(oxetan-3-yloxy)-1H-pyrazol-4-yl)amino)-7-((3R,4S)-3-methyltetrahydro-2H-pyran-4-yl)-7H-pyrrolo[2,3-d]pyrimidine-6-carbonitrile OCCN1N=C(C(=C1)NC=1N=CC2=C(N1)N(C(=C2)C#N)[C@@H]2[C@H](COCC2)C)OC2COC2